BrC1=CC(=C(C(=C1)C)N=C=O)Cl 4-Bromo-2-chloro-6-methylphenylisocyanat